(R)-ethyl 2-((2S,3R,6S)-2,3-bis(4-chlorophenyl)-6-((R)-hydroxy(pyridin-4-yl)methyl)-5-oxomorpholino)pentanoate ClC1=CC=C(C=C1)[C@@H]1O[C@H](C(N([C@@H]1C1=CC=C(C=C1)Cl)[C@@H](C(=O)OCC)CCC)=O)[C@@H](C1=CC=NC=C1)O